FC=1C=C2C(=NC(=NC2=C(C1)F)OCC12COC(C2C1)=O)N1C[C@@]2(CC[C@H](C1)N2C(=O)OC(C)(C)C)C tert-butyl (1S,5R)-3-(6,8-difluoro-2-((4-oxo-3-oxabicyclo[3.1.0]hexan-1-yl)methoxy)quinazolin-4-yl)-1-methyl-3,8-diazabicyclo[3.2.1]octane-8-carboxylate